N-(3-amino-5-nitrophenyl)-1-hydroxy-6,6,9-trimethyl-3-pentyl-6a,7,8,10a-tetrahydro-6H-benzo[c]chromene-2-carboxamide NC=1C=C(C=C(C1)[N+](=O)[O-])NC(=O)C=1C(=C2C3C(C(OC2=CC1CCCCC)(C)C)CCC(=C3)C)O